4-(2,4-difluorophenyl)-7-(4-methyl-1,3-thiazol-5-yl)-2-(2-(2-propenoyl)-2,6-diazaspiro[3.4]octan-6-yl)-5,6-dihydro-3-quinolinecarbonitrile FC1=C(C=CC(=C1)F)C1=C(C(=NC=2C=C(CCC12)C1=C(N=CS1)C)N1CC2(CN(C2)C(C=C)=O)CC1)C#N